CNC=1C=CC2=C(C(=CO2)C)C1 N,3-dimethylbenzofuran-5-amine